3-[5-(4-meth-ylphenyl)-2,3-dimethyl-isoxazolidin-3-yl]-pyridine CC1=CC=C(C=C1)C1CC(N(O1)C)(C)C=1C=NC=CC1